4-amino-N,1,7-trimethyl-N-((5S)-2-(trifluoromethyl)-5,8-dihydro-6H-pyrano[3,4-b]pyridin-5-yl)-1H-pyrazolo[4,3-c]quinoline-8-carboxamide NC1=NC=2C=C(C(=CC2C2=C1C=NN2C)C(=O)N([C@@H]2COCC1=NC(=CC=C12)C(F)(F)F)C)C